CC(C(C(=O)N)NS(=O)(=O)CC)C 3-methyl-2-[(ethylsulfonyl)amino]butanamide